N(=[N+]=[N-])C[C@H]1N(C2=CC=CC=C2C1)C(=O)NC=1C=C2CN(C(C2=CC1)=O)C1C(NC(CC1)=O)=O (2S)-2-(azidomethyl)-N-(2-(2,6-dioxopiperidin-3-yl)-1-oxoisoindolin-5-yl)indoline-1-carboxamide